N-{(1S)-1-[4-({7-[(1R)-2,2-difluoro-1-methoxyethyl]-2-methyl-[1,3]thiazolo[5,4-b]pyridin-6-yl}amino)phenyl]-2,2-difluoroethyl}-1-(hydroxyacetyl)-N-methylpiperidine-4-carboxamide FC([C@H](OC)C1=C2C(=NC=C1NC1=CC=C(C=C1)[C@@H](C(F)F)N(C(=O)C1CCN(CC1)C(CO)=O)C)SC(=N2)C)F